FC1(CCN(CCC1)C1=NC2=CN=CC=C2C=C1C(=O)O)F 2-(4,4-difluoroazepan-1-yl)-1,7-naphthyridine-3-carboxylic acid